C(C1CO1)OCCC[Si](OC)(OC)OC γ-[2,3-epoxypropoxy]propyltrimethoxysilane